3-(2-chloro-4'-(5-oxo-5,7-dihydro-6H-pyrrolo[3,4-b]pyridin-6-yl)-[1,1'-biphenyl]-3-yl)piperidine-2,6-dione ClC1=C(C=CC=C1C1C(NC(CC1)=O)=O)C1=CC=C(C=C1)N1CC2=NC=CC=C2C1=O